CC1=CC(=NN1)C(=O)O The molecule is a memebr of the class of pyrazoles that is 1H-pyrazole with methyl and carboxylic acid group substituents at positions 5 and 3 respectively. It has a role as a metabolite. It is a member of pyrazoles and a monocarboxylic acid. It derives from a hydride of a 1H-pyrazole.